4-(6-((tert-Butoxycarbonyl)amino)-4-propoxypyridin-3-yl)piperidine-1-carboxylic acid tert-butyl ester C(C)(C)(C)OC(=O)N1CCC(CC1)C=1C=NC(=CC1OCCC)NC(=O)OC(C)(C)C